COC(=O)C=1NC(=CC1)C1=C(C=CC=C1)OCCCOC 5-(2-(3-methoxypropoxy)phenyl)-1H-pyrrole-2-carboxylic acid methyl ester